(3S)-11-(5-chloro-2,4-difluorophenyl)-8-((3S,5R)-3,5-dimethylpiperazin-1-yl)-3-(pyrimidin-2-ylamino)-10-(trifluoromethyl)-3,4-dihydro-2H,6H-[1,4]thiazepino[2,3,4-ij]quinazolin-6-one ClC=1C(=CC(=C(C1)C1=C(C=C2C(=NC(N3C2=C1SC[C@H](C3)NC3=NC=CC=N3)=O)N3C[C@@H](N[C@@H](C3)C)C)C(F)(F)F)F)F